C(C)(C)(C)OC(=O)N(C(OC(C)(C)C)=O)CCOCCOCCOCCOCCO tert-butyl N-tert-butoxycarbonyl-N-[2-[2-[2-[2-(2-hydroxyethoxy) ethoxy]ethoxy]ethoxy] ethyl]carbamate